4-(3-methoxy-4-nitrophenyl)piperazine-1-carboxylic acid tert-butyl ester C(C)(C)(C)OC(=O)N1CCN(CC1)C1=CC(=C(C=C1)[N+](=O)[O-])OC